7-(4-vinylphenoxy)bicyclo[4.2.0]octa-1(6),2,4-triene C(=C)C1=CC=C(OC2C=3C=CC=CC3C2)C=C1